N1CCC(CC1)N1N=CC(=C1)C1=NC2=CC=CC=C2N=C1 2-(1-(piperidin-4-yl)-1H-pyrazol-4-yl)quinoxaline